FC=1C=C2CNC(C2=CC1CNCC1(CCC1)O)=O 5-Fluoro-6-({[(1-hydroxycyclobutyl)methyl]amino}methyl)-2,3-dihydroisoindol-1-one